CN1N=CC(=C1C)C1=CC(=[N+](C=C1C)[O-])C(=O)OC methyl 4-(1,5-dimethylpyrazol-4-yl)-5-methyl-1-oxido-pyridin-1-ium-2-carboxylate